OCCC(CC=1NC=CN1)C(=S)C(CC=1NC=CN1)CCO 1-(2-hydroxyethyl)-2-imidazolylethylthioketone